FC1=C(OC2=C(C=CC=C2)B(O)O)C=CC(=C1)F (2-(2,4-difluorophenoxy)phenyl)boronic acid